C[C@](N)(CC(=O)[O-])C(=O)[O-] alpha-methyl-aspartate